3-[2-(adamantan-1-yl)ethoxyl-2-oxopyrrolidin-1-yl]-12,12-dimethyl-2λ6-thia-3,9,11,18,23-pentaazatetracyclo[17.3.1.111,14.05,10]tetracosa-1(22),5,7,9,19(23),20-hexaene-2,2,4-trione C12(CC3CC(CC(C1)C3)C2)CCOC2C(N(CC2)N2S(C3=CC=CC(NCCCC1CC(N(C4=NC=CC=C4C2=O)C1)(C)C)=N3)(=O)=O)=O